N1C=C(C2=CC=CC=C12)C1N(CC2=CC(=CC=C12)C1=CSC=C1)C(=O)N (1H-indol-3-yl)-5-(thiophen-3-yl)isoindoline-2-carboxamide